NCCCC1OCOCC12COCOC2 3-aminopropyl-2,4,8,10-tetroxaspiro[5.5]undecane